FC1(CC(C1)C(=O)N1[C@H](CN(C[C@H]1C)C1=NC(=NC=C1)C1=CN=C2N1C=C(C=C2)C(F)(F)F)C)F (3,3-difluorocyclobutyl)(cis-2,6-dimethyl-4-(2-(6-(trifluoromethyl)imidazo[1,2-a]pyridin-3-yl)pyrimidin-4-yl)piperazin-1-yl)methanone